Glucosylhydroxymethylcytosine C1=CN(C(=O)N=C1NC2[C@@H]([C@H]([C@@H]([C@H](O2)CO)O)O)O)CO